S(=S)OC methyl thiosulfinate